BrC1=C(C(=C2C=NCN(C2=C1)C=1C(=NC=CC1C)C(C)C)F)Cl 7-bromo-6-chloro-5-fluoro-1-(2-isopropyl-4-methylpyridin-3-yl)quinazolin